C1(=CC=CC2=CC=CC=C12)CC=1C(=C2N(C(CN(S2(=O)=O)CCC)C(=O)O)C(C1NC(CC)=O)=O)C1=CC(=CC=C1)C(F)(F)F 8-(naphthalen-1-ylmethyl)-6-oxo-7-propionamido-2-propyl-9-(3-(trifluoromethyl)phenyl)-3,4-dihydro-2H,6H-pyrido[1,2-e][1,2,5]thiadiazine-4-carboxylic acid 1,1-dioxide